FC1=C(C=CC=C1S(=O)(=O)C)NC1=NC=C(C(=N1)C1=CNC2=C(C=CC=C12)NC([C@@H](CC)N1CCN(CCC1)C)=O)C (R)-N-(3-(2-((2-fluoro-3-(methylsulfonyl)phenyl)amino)-5-methyl-pyrimidin-4-yl)-1H-indol-7-yl)-2-(4-methyl-1,4-diazepan-1-yl)butanamide